N-methyl-1-[(E)-3-(1,2,4-triazol-1-yl)prop-2-enoyl]Pyrrolidine-3-carboxamide CNC(=O)C1CN(CC1)C(\C=C\N1N=CN=C1)=O